N-[5-[1-(2-cyanopyrimidin-4-yl)-3,6-dihydro-2H-pyridin-5-yl]-4-fluoro-2-[(3R,5S)-3,4,5-trimethylpiperazin-1-yl]phenyl]-6-oxo-4-(trifluoromethyl)-1H-pyridine-3-carboxamide C(#N)C1=NC=CC(=N1)N1CCC=C(C1)C=1C(=CC(=C(C1)NC(=O)C1=CNC(C=C1C(F)(F)F)=O)N1C[C@H](N([C@H](C1)C)C)C)F